FC1=CC=C(C=C1)C1=NOC(=N1)C1CCN(CC1)C(CC1=NC(=NO1)C(C)C)=O 1-(4-(3-(4-fluorophenyl)-1,2,4-oxadiazol-5-yl)piperidin-1-yl)-2-(3-isopropyl-1,2,4-oxadiazol-5-yl)ethan-1-one